2,5-di-tert-butyl-4,6-difluoroisophthalonitrile C(C)(C)(C)C1=C(C#N)C(=C(C(=C1C#N)F)C(C)(C)C)F